2-amino-1-(3-((5-chloropyrimidin-2-yl)amino)-8,8-dimethyl-2-(2,3,4,5-tetrafluorophenyl)-5,6-dihydroimidazo[1,2-a]pyrazin-7(8H)-yl)ethan-1-one NCC(=O)N1C(C=2N(CC1)C(=C(N2)C2=C(C(=C(C(=C2)F)F)F)F)NC2=NC=C(C=N2)Cl)(C)C